3-((3-((1-methylpyrrolidin-3-yl)oxy)-3-oxopropyl)amino)-7-(trifluoromethoxy)benzo[e][1,2,4]Triazine-1,4-dioxide CN1CC(CC1)OC(CCNC=1N=[N+](C2=C([N+]1[O-])C=CC(=C2)OC(F)(F)F)[O-])=O